tert-Butyl 4-[4-[3-cyano-5-[2,2-dimethyl-1-(2-pyridyl)propoxy]imidazo[1,2-a]pyridin-7-yl]-5-methyl-triazol-1-yl]piperidine-1-carboxylate C(#N)C1=CN=C2N1C(=CC(=C2)C=2N=NN(C2C)C2CCN(CC2)C(=O)OC(C)(C)C)OC(C(C)(C)C)C2=NC=CC=C2